(R)-4-cyclopropyl-7-(2-((4-(3,4-dimethylpiperazin-1-yl)-2-ethylphenyl)amino)-5-(trifluoromethyl)pyrimidin-4-yl)-3,4-dihydrothieno[2,3-f][1,4]thiazepin-5(2H)-one 1,1-dioxide C1(CC1)N1CCS(C2=C(C1=O)SC(=C2)C2=NC(=NC=C2C(F)(F)F)NC2=C(C=C(C=C2)N2C[C@H](N(CC2)C)C)CC)(=O)=O